ClC=1C=C(C=CC1)[C@H]1C[C@](C(N([C@@H]1C1=CC=C(C=C1)Cl)[C@H](CN(S(=O)(=O)C)C1CC1)CC)=O)(C)CC(=O)O 2-((3R,5R,6S)-5-(3-chlorophenyl)-6-(4-chlorophenyl)-1-((S)-1-(N-cyclopropylmethylsulfonamido)butan-2-yl)-3-methyl-2-oxopiperidin-3-yl)acetic Acid